tetradecyl caffeate C(\C=C\C1=CC(O)=C(O)C=C1)(=O)OCCCCCCCCCCCCCC